ClC1=CC(=CC(=N1)C=O)OC 6-chloro-4-methoxypicolinaldehyde